N=1C=CN2C1C=CC(=C2)C2=CNC=1N=C(N=C(C12)OC)N[C@@H]1CC[C@@H](CC1)OC([2H])([2H])[2H] 5-(Imidazo[1,2-a]pyridin-6-yl)-4-methoxy-N-(cis-4-(methoxy-d3)cyclohexyl)-7H-pyrrolo[2,3-d]pyrimidin-2-amine